Methyl 3-((tert-butyldiphenylsilyl)oxy)cyclobutanecarboxylate [Si](C1=CC=CC=C1)(C1=CC=CC=C1)(C(C)(C)C)OC1CC(C1)C(=O)OC